C1(CCC1)C1=NN(C(=C1)S(=O)(=O)Cl)C 3-cyclobutyl-1-methyl-1H-pyrazole-5-sulfonyl chloride